NC1=NC2=C(C=3C=C(C=NC13)CCC1=C(C=C(C=C1)OC)C)C=CC(=C2)C(P(O)(O)=O)(P(O)(O)=O)O (5-amino-2-(4-methoxy-2-methylphenylethyl)benzo[f][1,7]naphthyridin-8-yl)(hydroxy)methylenebisphosphonic acid